2-[3-[[(E)-(4-Fluoro-3-methoxy-phenyl)methylenamino]-isobutyl-amino]-1,1-dioxo-1,2-benzothiazol-6-yl]-6-methyl-1,3,6,2-dioxazaborocan-4,8-dion FC1=C(C=C(C=C1)\C=N\N(C1=NS(C2=C1C=CC(=C2)B2OC(CN(CC(O2)=O)C)=O)(=O)=O)CC(C)C)OC